FC(C1=CC=C(C=C1)C=1[Se]C(=CC1)C1=CC=C(C=C1)C(F)(F)F)(F)F 2,5-bis(4-(trifluoromethyl)phenyl)selenophene